CC=1C(OC2=CC=CC=C2C1)C dimethyl-chromene